C(#N)C(=C(OC)C1=CC=C(CNC(C2=C(C=CC(=C2)F)OC)=O)C=C1)C#N N-(4-(2,2-dicyano-1-methoxyvinyl)benzyl)-5-fluoro-2-methoxybenzamide